C(#N)C=1C2=C(SC1/N=C/N(C)C)CCCC2(C)C#C (E)-N'-(3-cyano-4-ethynyl-4-methyl-4,5,6,7-tetrahydrobenzo[b]thiophen-2-yl)-N,N-dimethylformimidamide